C1=CC(CCC1)=COCC1=CC=CC=C1 cyclohexen-3-ylidenemethyl-benzylether